N-[3-(1H-benzimidazol-5-yl)-2,4-difluorophenyl]-5-chloro-2-methoxypyridine N1C=NC2=C1C=CC(=C2)C=2C(=C(C=CC2F)N2C(C=CC(=C2)Cl)OC)F